CS(=O)(=O)OC(COC)C 1-methoxypropan-2-yl methanesulfonate